C1(CC1)C1=CC(=NC=C1)C=1C=NC(=C(C1)S(=O)(=O)CC)C1=NC=2C(=NC=C(C2)C(C)(F)F)N1C 4-cyclopropyl-6'-[6-(1,1-difluoroethyl)-3-methyl-3H-imidazo[4,5-b]pyridin-2-yl]-5'-(ethanesulfonyl)-2,3'-bipyridine